(R)-4-(1-(2-(1-cyanopyrrolidin-3-yl)acetyl)azetidin-3-yl)-N,N-dimethylbenzamide C(#N)N1C[C@H](CC1)CC(=O)N1CC(C1)C1=CC=C(C(=O)N(C)C)C=C1